CN(C)C=C (dimethylamino)ethylene